3-propyl-3H-[1,2,3]triazolo[4,5-b]pyridin-5-amine C(CC)N1N=NC=2C1=NC(=CC2)N